8-chloro-5'-fluoro-6-(pyrimidin-4-ylamino)-2H-spiro[imidazo[1,5-a]pyridine-3,3'-indoline]-1,5-dione ClC1=C2N(C(C(=C1)NC1=NC=NC=C1)=O)C1(CNC3=CC=C(C=C13)F)NC2=O